(3-((acetylthio) methyl)-4-chloro-1-methyl-1H-pyrazol-5-yl) methylbenzoate CC1=C(C(=O)OC2=C(C(=NN2C)CSC(C)=O)Cl)C=CC=C1